NC1=C(C=C(C=C1)C=1SC(=CC1)C(C)O)NC(C1=CC=C(C=C1)S(=O)(=N)C)=O N-[2-amino-5-[5-(1-hydroxyethyl)-2-thienyl]phenyl]-4-(methylsulfonimidoyl)benzamide